BrCCOCCOCCOCCOCC(=O)OC(C)(C)C Tert-butyl 14-bromo-3,6,9,12-tetraoxatetradecan-1-oate